(R)-N-(1-(6-(1,1-difluoroethyl)pyridin-2-yl)-3-(3-(isopropylamino)pyrrolidin-1-yl)-1H-pyrazolo[4,3-c]pyridin-6-yl)acetamide octahydrobenzo[g]quinolin-6-yl-hydrogensulfate N1CCCC2CC3C(C=C12)=CC=CC3OS(=O)(=O)O.FC(C)(F)C3=CC=CC(=N3)N3N=C(C=1C=NC(=CC13)NC(C)=O)N1C[C@@H](CC1)NC(C)C